FC=1C=C(C#N)C=C(C1OC1=NC=CC=C1)F 3,5-difluoro-4-(pyridin-2-yloxy)benzonitrile